CCC/C=C/Br pentenyl bromide